N1(N=CC=C1)C1=C(C=C(C=C1)B1OC(C(O1)(C)C)(C)C)NC(=O)C1(CC1)C N-(2-(1H-pyrazol-1-yl)-5-(4,4,5,5-tetramethyl-1,3,2-dioxaborolan-2-yl)phenyl)-1-methylcyclopropane-1-carboxamide